5-(spiro[cyclohexane-1,3'-indoline]-6'-yl)benzamide N1CC2(C3=CC=C(C=C13)C=1C=CC=C(C(=O)N)C1)CCCCC2